titanium disilicide [Si]=[Ti]=[Si]